4-((tert-butoxycarbonyl)(3-(4-(((3S,4R)-3-fluoro-1-methylpiperidin-4-yl)amino)-1-(2,2,2-trifluoroethyl)-1H-indol-2-yl)prop-2-yn-1-yl)amino)-3-methoxybenzoic acid C(C)(C)(C)OC(=O)N(C1=C(C=C(C(=O)O)C=C1)OC)CC#CC=1N(C2=CC=CC(=C2C1)N[C@H]1[C@H](CN(CC1)C)F)CC(F)(F)F